[O-]CCCC.[Ta+5].[O-]CCCC.[O-]CCCC.[O-]CCCC.[O-]CCCC tantalum(V) n-butoxide